NCCCC(=O)N[C@@H](CC1=CNC=N1)C(=O)O N-4-aminobutyryl-histidine